3-((4,4-bis(octyloxy) butanoyl)oxy)-2-((((3-(diethylamino) propoxy) carbonyl)oxy)methyl)propyl (9Z,12Z)-octadeca-9,12-dienoate C(CCCCCCC\C=C/C\C=C/CCCCC)(=O)OCC(COC(CCC(OCCCCCCCC)OCCCCCCCC)=O)COC(=O)OCCCN(CC)CC